C(C1=CC=CC=C1)N(C(C(=O)OCC(F)(F)F)=O)CC1=CC(=CC=C1)N(C)C(=O)OC(C)(C)C 2,2,2-trifluoroethyl 2-[benzyl-[[3-[tert-butoxycarbonyl (methyl)amino]phenyl]methyl]amino]-2-oxo-acetate